methyl 3-(2-(((1S,3S)-3-((4-aminobutyl)amino)cyclopentyl)amino)-5-(trifluoromethyl)pyrimidin-4-yl)-1H-indole-6-carboxylate NCCCCN[C@@H]1C[C@H](CC1)NC1=NC=C(C(=N1)C1=CNC2=CC(=CC=C12)C(=O)OC)C(F)(F)F